C(C)(=O)NC1=CC=C(C=N1)NC(=O)C1CN(C(O1)C(F)(F)F)C1=CC(=C(C=C1)C#N)C(F)(F)F N-(6-Acetamidopyridin-3-yl)-3-(4-cyano-3-(trifluoromethyl)phenyl)-2-(trifluoromethyl)oxazolidin-5-carboxamid